BrC=1C=C(C2=C(C(=CO2)COC2=C(C=CC=C2)CC(=O)OCC)C1)CNCC1CC1 ethyl 2-(2-((5-bromo-7-(((cyclopropylmethyl)amino)methyl)benzofuran-3-yl)methoxy)phenyl)acetate